ClC1=C(C=C(C=C1)C1=CC=C(C(=N1)N1[C@H](CC[C@H]1C)C)C(=O)NS(=O)(=O)C1=CC=NN1)OC(C)C 6-(4-Chloro-3-isopropoxyphenyl)-2-[(2S,5R)-2,5-dimethylpyrrolidin-1-yl]-N-(1H-pyrazol-5-ylsulfonyl)pyridin-3-carboxamid